2-(2-ethylbenzyloxy)-N-(pyridin-3-yl)benzamide C(C)C1=C(COC2=C(C(=O)NC=3C=NC=CC3)C=CC=C2)C=CC=C1